[Cl-].C[N+](C)(C)CCC N,N,N-trimethyl-propyl-ammonium chloride